5-(4-(3,3-difluorocyclopentyl)phenoxy)-1H-1,2,3-triazole-4-carboxylic acid FC1(CC(CC1)C1=CC=C(OC2=C(N=NN2)C(=O)O)C=C1)F